BrCCCCCCOC1OCCCC1 2-((6-bromohexyl)oxy)tetrahydro-2H-pyran